1-tert-butoxycarbonyl-(2S)-2-methyl-4-[2-(methylamino)-3-nitrophenyl]piperazine C(C)(C)(C)OC(=O)N1[C@H](CN(CC1)C1=C(C(=CC=C1)[N+](=O)[O-])NC)C